1,2-distearoyl-oxypropyl-amine C(CCCCCCCCCCCCCCCCC)(=O)OC(C(C)OC(CCCCCCCCCCCCCCCCC)=O)N